(S)-1-(5-fluoro-6-(trifluoromethyl)pyridin-3-yl)-3-(isoquinolin-4-yl)-2-oxoimidazoline-4-carbonitrile FC=1C=C(C=NC1C(F)(F)F)N1C(N([C@@H](C1)C#N)C1=CN=CC2=CC=CC=C12)=O